CN1N=CC(=C1)C1=NN2C(=NC=3C(=CC=CC3C2=N1)C(F)(F)F)N[C@H](C)C(=O)O N-[2-(1-methyl-1H-pyrazol-4-yl)-7-(trifluoromethyl)[1,2,4]triazolo[1,5-c]quinazolin-5-yl]-D-alanine